6-(2-{bis[2-({2-[(α-D-mannopyranosyl)oxy]ethyl}amino)-2-oxoethyl]amino}acetamido)hexanoic acid [C@H]1([C@@H](O)[C@@H](O)[C@H](O)[C@H](O1)CO)OCCNC(CN(CC(=O)NCCCCCC(=O)O)CC(NCCO[C@@H]1[C@@H](O)[C@@H](O)[C@H](O)[C@H](O1)CO)=O)=O